4-(2,5-dihydropyrrol-1-yl)-phenylacetic acid N1(CC=CC1)C1=CC=C(C=C1)CC(=O)O